2-oxophenyl-2-oxoethyl benzoate C(C1=CC=CC=C1)(=O)OCC(=O)C1C(C=CC=C1)=O